4-(6-oxo-1,4,5,6-tetrahydropyridazin-3-yl)benzoic acid O=C1CCC(=NN1)C1=CC=C(C(=O)O)C=C1